((1R,4R,7R)-7-amino-2-azabicyclo[2.2.1]heptan-2-yl)(2-(1-(cyclopropylmethyl)-6-methoxy-1H-pyrrolo[2,3-b]pyridin-2-yl)-1-methyl-1H-benzo[d]imidazol-5-yl)methanone N[C@H]1[C@@H]2N(C[C@H]1CC2)C(=O)C2=CC1=C(N(C(=N1)C1=CC=3C(=NC(=CC3)OC)N1CC1CC1)C)C=C2